CC(=CCC1=C(C(=C(C=C1O)OC)C(=O)/C=C/C2=CC=C(C=C2)O)[O-])C The molecule is a phenolate anion that is the conjugate base of xanthohumol, obtained by deprotonation of the 1-hydroxy group. It is the major microspecies at pH 7.3 (according to Marvin v 6.2.0.). It is a conjugate base of a xanthohumol.